O(O)C(CCCC=CC=CC=CC=CC=CC=CC(=O)O)CCCCC 17-hydroperoxy-docosahexaenoic acid